FC(COC=1C=NC=2N(C1)N=CC2C2CCN(CC2)C(=O)OC(C)(C)C)F tert-butyl 4-(6-(2,2-difluoroethoxy)pyrazolo[1,5-a]pyrimidin-3-yl)piperidine-1-carboxylate